propylserine C(CC)N[C@@H](CO)C(=O)O